triethoxy(3,3,3-trifluoropropyl)silane Ethyl-(2R)-2-[[(2R)-2-amino-4-[5-[bis(2-chloroethyl)amino]-1-methyl-benzimidazol-2-yl]butanoyl]amino]-4-methyl-pentanoate C(C)OC([C@@H](CC(C)C)NC([C@@H](CCC1=NC2=C(N1C)C=CC(=C2)N(CCCl)CCCl)N)=O)=O.C(C)O[Si](CCC(F)(F)F)(OCC)OCC